(3E)-15,15-dipropoxy-3-pentadecen-1-ol C(CC)OC(CCCCCCCCCC/C=C/CCO)OCCC